diethylene glycol bis(chloroethyl) ether ClCCOCCOCCOCCCl